N-(3-bromo-4-fluorophenyl)-N'-hydroxy-4-((1-(2-oxo-1,3,2-dioxaphosphorin-2-yl)piperidin-4-yl)amino)-1,2,5-oxadiazole-3-carboxamidine BrC=1C=C(C=CC1F)NC(=NO)C1=NON=C1NC1CCN(CC1)P1(OC=CCO1)=O